6-(5-(3-chloroimidazo[1,2-b]pyridazin-6-yl)-7H-pyrrolo[2,3-d]pyrimidin-2-yl)quinoline ClC1=CN=C2N1N=C(C=C2)C2=CNC=1N=C(N=CC12)C=1C=C2C=CC=NC2=CC1